2,2-bis{4-(4-maleimidophenoxy)-phenyl}propane tert-butyl-(R)-3-(4-(6-((6-amino-2-(difluoromethyl)pyrimidin-4-yl)amino)-4-methoxypyridin-3-yl)-1H-pyrazol-1-yl)pyrrolidine-1-carboxylate C(C)(C)(C)OC(=O)N1C[C@@H](CC1)N1N=CC(=C1)C=1C=NC(=CC1OC)NC1=NC(=NC(=C1)N)C(F)F.C1(C=CC(N1C1=CC=C(OC2=CC=C(C=C2)C(C)(C)C2=CC=C(C=C2)OC2=CC=C(C=C2)N2C(C=CC2=O)=O)C=C1)=O)=O